FC1=NC=CC(=C1)C1=C2C=C(C(=CC2=CC=2C=COC21)OC)OC 9-(2-fluoropyridin-4-yl)-6,7-dimethoxynaphtho[2,3]furan